FC=1C=CC(=C2C=C(NC12)C=O)O 7-FLUORO-4-HYDROXY-1H-INDOLE-2-CARBALDEHYDE